[Ge].[Si].[Si].[Si] trisilicon germanium